(5-cyclopropyl-2-fluoro-phenyl)boronic acid C1(CC1)C=1C=CC(=C(C1)B(O)O)F